CN(C=1SC2=C(N1)COC=1C=C(C=CC12)C=1C=C(N=NC1)O)C1CC(NC(C1)(C)C)(C)C 5-(2-(Methyl-(2,2,6,6-tetramethylpiperidin-4-yl)amino)-4H-chromeno[3,4-d]thiazol-7-yl)pyridazin-3-ol